N[C@H](C(=O)OC)C(C)(C)NC(=O)OC(C)(C)C Methyl (S)-2-amino-3-(t-butoxycarbonylamino)-3-methylbutanoate